zirconium diiodide [I-].[I-].[Zr+2]